iso-decane-ol C(CCCCCCC(C)C)O